(6Ar)-6,6,6a,9-tetramethyl-8,10a-dihydro-7H-benzo[c]chromene-1,3-diol CC1(OC=2C=C(C=C(C2C2[C@]1(CCC(=C2)C)C)O)O)C